FC=1C=C(C=C(C1)C)C(C)(C)NC(=O)C=1OC=C(N1)C1=NC(=NC=C1C)NC1=CC=NN1C N-(2-(3-fluoro-5-methylphenyl)propan-2-yl)-4-(5-methyl-2-((1-methyl-1H-pyrazol-5-yl)amino)pyrimidin-4-yl)oxazole-2-carboxamide